O=C1NC(CCC1N1C(C2=CC=C(C=C2C1)O[C@@H]1[C@H](CCCC1)NCC1CC(C1)(C#N)C)=O)=O 3-((((1S,2S)-2-((2-(2,6-dioxopiperidin-3-yl)-1-oxoisoindolin-5-yl)oxy)cyclohexyl)amino)methyl)-1-methylcyclobutane-1-carbonitrile